tert-butyl 3-(2-(((2-bromopyridin-4-yl)amino)methyl)-6-cyclopropylimidazo[1,2-a]pyridin-8-yl)azetidine-1-carboxylate BrC1=NC=CC(=C1)NCC=1N=C2N(C=C(C=C2C2CN(C2)C(=O)OC(C)(C)C)C2CC2)C1